NC=1SC=C(N1)CC(=O)N1CCC(CC1)C=1C=C2C(=C(NC2=CC1)C1=CC(=NC(=C1)C)C)C(C)C 2-(2-aminothiazol-4-yl)-1-(4-(2-(2,6-dimethylpyridin-4-yl)-3-isopropyl-1H-indol-5-yl)piperidin-1-yl)ethan-1-one